[Cl-].C(CCCCCCCCCCCCCCC)N1N=C(C=C1)C 1-hexadecyl-3-methylpyrazole chloride